3-[2-[4-(8-chloro-5-isopropoxy-4-oxo-chromen-2-yl)phenoxy]ethoxy]cyclobutanecarboxylic acid ClC=1C=CC(=C2C(C=C(OC12)C1=CC=C(OCCOC2CC(C2)C(=O)O)C=C1)=O)OC(C)C